Cl.CN(C(=O)[C@@H]1C(NCC1)=O)C (S)-pyrrolidone-3-carboxylic acid dimethylamide hydrochloride